N-(3-((1,4-dioxo-1,2,3,4-tetrahydrophthalazin-5-yl)amino)propyl)-4-methylbenzenesulfonamide O=C1NNC(C2=C(C=CC=C12)NCCCNS(=O)(=O)C1=CC=C(C=C1)C)=O